5-Bromo-3-hydroxy-4-oxo-1,4-dihydropyridine-2-carboxylic acid methyl ester COC(=O)C=1NC=C(C(C1O)=O)Br